FC(C=1C=C(CNC2CCC3=CC(=CC=C23)NC(C=C)=O)C=CC1)(F)F N-(1-((3-(trifluoromethyl)benzyl)amino)-2,3-dihydro-1H-inden-5-yl)acrylamide